2'-(1-(1-Cyclopropylethyl)-1H-pyrazol-4-yl)-1-(ethylsulfonyl)-6'-(methyl-d3)-r-(1-methyl-1H-indazol-5-yl)-3',6'-dihydro-7'H-spiro[azepane-4,8'-dipyrrolo[2,3-b:3',2'-d]pyridin] C1(CC1)C(C)N1N=CC(=C1)C1=C(C=2C(=NC=C3C2[C@]2(CN3C([2H])([2H])[2H])CCN(CCC2)S(=O)(=O)CC)N1)C=1C=C2C=NN(C2=CC1)C